C(C)(=O)N1[C@@H](CN(CC1)C(\C=C/Cl)=O)C1=CC(=CC(=C1)N1CC=2C=NC=CC2C1)Cl (R,Z)-1-(4-acetyl-3-(3-chloro-5-(1,3-dihydro-2H-pyrrolo[3,4-c]pyridin-2-yl)phenyl)piperazin-1-yl)-3-chloroprop-2-en-1-one